benzyl (1-(tert-butyl)-3-(3-(4,4,5,5-tetramethyl-1,3,2-dioxaborolan-2-yl)cyclopent-2-en-1-yl)-1H-pyrazol-5-yl)carbamate C(C)(C)(C)N1N=C(C=C1NC(OCC1=CC=CC=C1)=O)C1C=C(CC1)B1OC(C(O1)(C)C)(C)C